C(#N)C1=NC=CC(=N1)C1(CCCCC1)NC(NC1=CC=C(C=C1)C1=CC=C(C=C1)C(=O)O)=O 4'-(3-(1-(2-cyanopyrimidin-4-yl)cyclohexyl)ureido)-[1,1'-biphenyl]-4-carboxylic acid